FC(OC1=CC(=C(C=C1F)NS(=O)(=O)C1=CNC(=C1)C=1SC(=CN1)C(F)(F)F)F)F N-[4-(difluoromethoxy)-2,5-difluorophenyl]-5-[5-(trifluoromethyl)-1,3-thiazol-2-yl]-1H-pyrrole-3-sulfonamide